tert-butyl (R)-1-((R)-N,2-dimethylpropane-2-ylsulfinamido)-8-azaspiro[4.5]decane-8-carboxylate CN([S@](=O)C(C)(C)C)[C@@H]1CCCC12CCN(CC2)C(=O)OC(C)(C)C